CC1=NC(=CC=C1O[C@@H]1C[C@H](CCC1)C(=O)O)C=1N=NN(C1COC1=NC(=NC(=C1)C(F)(F)F)N1CCCC1)C (1S,3S)-3-((2-methyl-6-(1-methyl-5-(((2-(pyrrolidin-1-yl)-6-(trifluoro-methyl)pyrimidin-4-yl)oxy)methyl)-1H-1,2,3-triazol-4-yl)pyridin-3-yl)oxy)cyclohexane-1-carboxylic acid